4-succinimidyloxycarbonyl-α-(2-pyridyldithio)toluene C1(CCC(N1OC(=O)C1=CC=C(CSSC2=NC=CC=C2)C=C1)=O)=O